binaphthol fluorenediacrylate C=1(C(=CC=C2C3=CC=CC=C3CC12)C=CC(=O)O)C=CC(=O)O.C=1(C(=CC=C2C=CC=CC12)O)C1=CC=CC2=CC=CC=C12